C1(CC1)C1=NC(=CC=C1O[C@@H]1C[C@H](CCC1)C(=O)OC)C=1N=NN(C1COC(N(C[C@H](CC)C)C)=O)C methyl (1S,3S)-3-((2-cyclopropyl-6-(1-methyl-5-(((methyl((S)-2-methylbutyl)carbamoyl)oxy)methyl)-1H-1,2,3-triazol-4-yl)pyridin-3-yl)oxy)cyclohexane-1-carboxylate